ClC1=NC=C2C=C(N=C(C2=C1)N1CC(CC1)OC)C1=C(C(=CC(=C1Cl)OC)OC)Cl 7-chloro-3-(2,6-dichloro-3,5-dimethoxyphenyl)-1-(3-methoxypyrrolidin-1-yl)-2,6-naphthyridine